C(CC)P(CCP(CCC)CCC)CCC 1,2-bis(dipropyl-phosphino)ethane